C(C#CC)N1CCC(CC1)C1=CNC=2N=CN=C(C21)C2=CC(=C(CNC(C1=CC=C(C=C1)C(C)(C)C)=O)C=C2)F N-(4-(5-(1-(but-2-ynyl)piperidin-4-yl)-7H-pyrrolo[2,3-d]pyrimidin-4-yl)-2-fluorobenzyl)-4-(tert-butyl)benzamide